vinyl pentacosanoate C(CCCCCCCCCCCCCCCCCCCCCCCC)(=O)OC=C